BrC=1C(=CC(=C(C1)NC1=NC=C(C(=N1)NC1=C(C2=C(OCCO2)C=C1)P(C)C)Cl)OC)N1CCC(CC1)N1CC(C1)N(C)C (6-((2-((5-Bromo-4-(4-(3-(dimethylamino)azetidin-1-yl)piperidin-1-yl)-2-methoxyphenyl)amino)-5-chloropyrimidin-4-yl)amino)-2,3-dihydrobenzo[b][1,4]dioxin-5-yl)dimethylphosphine